C(C)(C)(C)OC(=O)N1CC(CC1)N1C(NC(CC1)C1=C(C(=CC=C1OC)Cl)Cl)=O tert-butyl-3-[4-(2,3-dichloro-6-methoxyphenyl)-2-oxotetrahydropyrimidin-1(2H)-yl]pyrrolidine-1-carboxylate